N-((6-(((cyclobutylmethyl)amino)methyl)imidazo[1,2-a]pyridin-2-yl)methyl)-5-(piperidin-1-yl)Nicotinamide C1(CCC1)CNCC=1C=CC=2N(C1)C=C(N2)CNC(C2=CN=CC(=C2)N2CCCCC2)=O